F[C@H]1CC2=CC(CN2C1)O (2S,7aS)-2-fluoro-6-hydroxytetrahydro-1H-pyrrolizine